[K+].[K+].C1(=CC=CC=C1)N(C1=CC=CC=C1)C1=C(C=2C=CC=C(C2C=C1)S(=O)(=O)[O-])C1=CC=CC=2C(=CC=CC12)S(=O)(=O)[O-] diphenylamino-1,1'-binaphthyl-5,5'-disulfonate dipotassium salt